NC=1C=C2C=NN(C2=CC1)C(=O)OC(C)(C)C tert-butyl 5-aminoindazole-1-carboxylate